(3-fluoro-5-methyl-phenyl)-acetonitrile FC=1C=C(C=C(C1)C)CC#N